NC=1OC(C(C1C(S(=O)(=O)O)C1=CC=CC=C1)=O)([2H])C1=CC=C(C=C1)C.COC=1C=C(CN(C(=O)OCCOC2=CC=CC=N2)CC2=CC(=CC=C2)OC)C=CC1 6-[bis(3-methoxybenzyl)aminocarbonyloxyethoxy]pyridine 2-amino-4-oxo-5-(p-tolyl)-4,5-dihydrofuran-3-yl-5-d-phenylmethanesulfonate